6-bromo-4-[4-fluoro-4-(5-methyl-1,3-benzooxazol-2-yl)piperidin-1-yl]-1-methyl-2-oxo-7-[(oxolan-3-yl)oxy]-1,2-dihydroquinoline-3-carbonitrile BrC=1C=C2C(=C(C(N(C2=CC1OC1COCC1)C)=O)C#N)N1CCC(CC1)(C=1OC2=C(N1)C=C(C=C2)C)F